ClC1=C(CN2N=C3N([C@@H](CCC3)C(=O)N3C[C@H](CC3)F)C2=O)C=CC(=C1)F (5S)-2-(2-Chloro-4-fluorobenzyl)-5-{[(3S)-3-fluoropyrrolidin-1-yl]carbonyl}-5,6,7,8-tetrahydro[1,2,4]triazolo[4,3-a]pyridin-3(2H)-on